(R)-3-((4-((1R,6R)-7,7-difluoro-3-azabicyclo[4.1.0]heptan-6-yl)-2-methylphenyl)amino)piperidine-2,6-dione HCl salt Cl.FC1([C@@]2(CCNC[C@H]12)C1=CC(=C(C=C1)N[C@H]1C(NC(CC1)=O)=O)C)F